C(=O)(O)CCOC(COCCCCCCCCCCCC)COC 2-(2-carboxyethyl)-1-dodecyl-3-methylglycerol